N[C@H](C=1OC2=C(N1)C(=C(C=C2)[C@H](N2C(N[C@H](C2)C(F)(F)F)=O)C2CC2)F)C2CCC(CC2)(F)F |o1:11,15| (R or S)-1-((R or S)-(2-((S)-amino(4,4-difluorocyclohexyl)methyl)-4-fluorobenzo-[d]oxazol-5-yl)(cyclopropyl)methyl)-4-(trifluoromethyl)imidazolidin-2-one